[C@@H]12CNC[C@@H](CC1)C2C2=C1C(N(C(C1=C(C=C2)F)=O)C2C(NC(CC2)=O)=O)=O 4-((1R,5S,8r)-3-azabicyclo[3.2.1]octan-8-yl)-2-(2,6-dioxopiperidin-3-yl)-7-fluoroisoindoline-1,3-dione